N-[4-(4-Fluorophenyl)-1-(2,2,2-trifluoroethyl)piperidin-4-yl]acetamide FC1=CC=C(C=C1)C1(CCN(CC1)CC(F)(F)F)NC(C)=O